N-(6-((5-chloro-2-((2-methoxy-5-methyl-4-(4-(4-methyl-1,4-diazepan-1-yl)piperidin-1-yl)phenyl)amino)pyrimidin-4-yl)amino)-2,3-dihydrobenzofuran-5-yl)-N-methylmethanesulfonamide ClC=1C(=NC(=NC1)NC1=C(C=C(C(=C1)C)N1CCC(CC1)N1CCN(CCC1)C)OC)NC1=CC2=C(CCO2)C=C1N(S(=O)(=O)C)C